5-bromo-1H-benzo[d]imidazole-2-carbonyl chloride BrC1=CC2=C(NC(=N2)C(=O)Cl)C=C1